tert-butyl (S)-3-methyl-4-(5-(1-methyl-1H-pyrazol-4-yl)-7H-pyrrolo[2,3-d]pyrimidin-4-yl)piperazine-1-carboxylate C[C@H]1CN(CCN1C=1C2=C(N=CN1)NC=C2C=2C=NN(C2)C)C(=O)OC(C)(C)C